{[(2R,7aS)-2-fluoro-hexahydropyrrolizin-7a-yl]methoxy}-N-hydroxy-6-[(6R*)-6-methyl-1,4-oxazepan-4-yl]-1,3,5-triazine-2-carboximidamide F[C@@H]1C[C@@]2(CCCN2C1)COC1=NC(=NC(=N1)N1CCOC[C@@H](C1)C)C(NO)=N |o1:22|